1,1-dimethoxy-2-bromoethane COC(CBr)OC